tert-butyl (S)-2-((8-((2,6-dimethylbenzyl)amino)-2,3-dimethylimidazo[1,2-a]pyridin-6-yl)carbamoyl)azetidine-1-carboxylate CC1=C(CNC=2C=3N(C=C(C2)NC(=O)[C@H]2N(CC2)C(=O)OC(C)(C)C)C(=C(N3)C)C)C(=CC=C1)C